ethyl 3-aminobenzofurano[2,3-b]pyridine-2-carboxylate NC=1C=C2C(=NC1C(=O)OCC)OC1=C2C=CC=C1